C1(=CC=CC=C1)C1CN(C1)C=1OC2=C(N1)C=C(C=C2)NC(=O)C=2C=CC1=C(CCO1)C2 2,3-dihydro-benzofuran-5-carboxylic acid [2-(3-phenyl-azetidin-1-yl)-benzooxazol-5-yl]-amide